Ethyl 2-amino-4-(2-ethoxy-2-oxo-ethyl)-5,6-dihydro-4H-cyclopenta[b]thiophene-3-carboxylate NC1=C(C2=C(S1)CCC2CC(=O)OCC)C(=O)OCC